C1(=CC(=CC2=CC(=CC=C12)S(=O)(=O)O)S(=O)(=O)O)S(=O)(=O)O 1,3,6-naphthalentrisulfonic acid